Cl.COC(=O)C=1C=C2C(=C(N(C2=CC1)C/C(=C/CN)/F)C)CC1=CC=C(C=C1)S(N(C)C)(=O)=O (Z)-1-(4-amino-2-fluorobut-2-en-1-yl)-3-(4-(N,N-dimethylsulfamoyl)benzyl)-2-methyl-1H-indole-5-carboxylic acid methyl ester hydrochloride